2-(2-hydroxy-5-vinylphenyl)-2H-benzotriazol OC1=C(C=C(C=C1)C=C)N1N=C2C(=N1)C=CC=C2